3-(4-(((4-fluorobenzo[d]thiazol-2-yl)(4-methoxyphenethyl)amino)-methyl)phenyl)propiolic acid FC1=CC=CC2=C1N=C(S2)N(CCC2=CC=C(C=C2)OC)CC2=CC=C(C=C2)C#CC(=O)O